3-(2-(3-(Methylsulfonyl)piperidin-1-yl)pyridin-4-yl)-6-(trifluoromethyl)imidazo[1,2-b]pyridazine CS(=O)(=O)C1CN(CCC1)C1=NC=CC(=C1)C1=CN=C2N1N=C(C=C2)C(F)(F)F